C1C(CC2=CC=CC=C12)NC1=NC=C(C=N1)C1=NN=CS1 5-(2-((2,3-dihydro-1H-inden-2-yl)amino)pyrimidin-5-yl)-1,3,4-thiadiazol